tert-butyl (R)-(1-(4-(2-amino-2-iminoethyl)thiophen-2-yl)ethyl)carbamate NC(CC=1C=C(SC1)[C@@H](C)NC(OC(C)(C)C)=O)=N